C(C)N(CC[Si](OCCC)(OCCC)OCCC)CC N,N-diethyl-2-aminoethyltri-n-propoxysilane